tert-butyl 2-ethynyl-7-azaspiro[3.5]nonane-7-carboxylate C(#C)C1CC2(C1)CCN(CC2)C(=O)OC(C)(C)C